C(C)OC(=O)C=1N(C2=CC(=CC=C2C1)C#N)CC1CCC1 6-cyano-1-cyclobutylmethyl-1H-indole-2-carboxylic acid ethyl ester